C(C)C1=C(C=CC(=C1)[N+](=O)[O-])O ethyl-4-nitrophenol